FC(C1(CC1)COC=1C=C2CCN3[C@@H](C2=CC1OC)C[C@H]([C@@H](C3)CC(C)(C)C)O)F (2R,3R,11bR)-9-{[1-(difluoromethyl)cyclopropyl]methoxy}-3-(2,2-dimethylpropyl)-10-methoxy-1H,2H,3H,4H,6H,7H,11bH-pyrido[2,1-a]isoquinolin-2-ol